5-[6-[2,2-difluoro-5-[3-[[5-(5-methylpyrido[4,3-b]indol-7-yl)-2-pyridyl]oxy]cyclobutoxy]pentyl]-2,6-diazaspiro[3.3]heptan-2-yl]-2-(2,6-dioxo-3-piperidyl)isoindoline-1,3-dione formate C(=O)O.FC(CN1CC2(CN(C2)C=2C=C3C(N(C(C3=CC2)=O)C2C(NC(CC2)=O)=O)=O)C1)(CCCOC1CC(C1)OC1=NC=C(C=C1)C=1C=CC=2C3=C(N(C2C1)C)C=CN=C3)F